O1N=CC2=C1C=1C(=NN3C1CN(CC3)C(=O)OC(C)(C)C)CCC2 tert-Butyl 5,6,9,10-tetrahydro-4H-isoxazolo[5'',4'':3',4']cyclohepta[1',2':3,4]pyrazolo-[1,5-a]pyrazine-11(12H)-carboxylate